3-(1-oxo-6-(piperidin-4-yl)-3,5,6,7-tetrahydropyrrolo[3,4-f]isoindol-2(1H)-yl)piperidine-2,6-dione O=C1N(CC=2C1=CC=1CN(CC1C2)C2CCNCC2)C2C(NC(CC2)=O)=O